3-(7-cyanopyrazolo[1,5-a]pyridin-4-yl)-5-(trifluoromethyl)-3-azabicyclo[3.1.0]hexane-1-carboxylic acid methyl ester COC(=O)C12CN(CC2(C1)C(F)(F)F)C=1C=2N(C(=CC1)C#N)N=CC2